1-(4-acetylphenyl)thiourea C(C)(=O)C1=CC=C(C=C1)NC(=S)N